C(C)N1C(=NOC1(C)C)C1[C@H]2CN(C[C@@H]12)C(=O)OC(C)(C)C tert-butyl (1R,5S,6r)-6-(4-ethyl-5,5-dimethyl-4,5-dihydro-1,2,4-oxadiazol-3-yl)-3-azabicyclo[3.1.0]hexane-3-carboxylate